N-(4-(4-(ethoxymethyl)-4-phenethylpiperidin-1-yl)benzyl)acetamide C(C)OCC1(CCN(CC1)C1=CC=C(CNC(C)=O)C=C1)CCC1=CC=CC=C1